4-methyl-3-(3-methyl-5-{[6-(trifluoromethyl)pyridin-3-yl]oxy}phenyl)-1H,4H,5H-pyrrolo[3,2-b]pyridin-5-one CN1C2=C(C=CC1=O)NC=C2C2=CC(=CC(=C2)OC=2C=NC(=CC2)C(F)(F)F)C